3-((tert-butoxycarbonyl)amino)-7-fluoro-8-((triisopropylsilyl)ethynyl)naphthalene-1-yl trifluoromethylsulfonate FC(F)(F)S(=O)(=O)OC1=CC(=CC2=CC=C(C(=C12)C#C[Si](C(C)C)(C(C)C)C(C)C)F)NC(=O)OC(C)(C)C